4-(4-fluorophenyl)-1-(2-methyl-6-(piperidin-3-yl)pyrimidin-4-yl)piperidin-4-ol FC1=CC=C(C=C1)C1(CCN(CC1)C1=NC(=NC(=C1)C1CNCCC1)C)O